CNC N-methylmethan-1-amine